ethyl 6,6-difluoro-7-hydroxy-4,5,6,7-tetrahydro-1H-indole-2-carboxylate FC1(CCC=2C=C(NC2C1O)C(=O)OCC)F